C1[C@H]2CC3(C[C@H]1CC(C2)(C3)O)NCC(=O)O (S)-3-hydroxyadamantylglycine